octadecyl Methacrylate (Stearyl Methacrylate) C(CCCCCCCCCCCCCCCCC)C=C(C(=O)O)C.C(C(=C)C)(=O)OCCCCCCCCCCCCCCCCCC